BrC=1C=C(C=C(C1)F)C1=NN=C2N1C1=CC(=CC=C1C(=N2)NC)Cl (3-bromo-5-fluorophenyl)-8-chloro-N-methyl-[1,2,4]triazolo[4,3-a]quinazolin-5-amine